C(\C=C/C(=O)[O-])(=O)[O-].[Ca+2] calcium maleinate